1-(4-(2,2-Difluoro-1-(trideuteromethyl)vinyloxy)-3,5-dimethoxyphenyl)-2-nitro-propene FC(=C(OC1=C(C=C(C=C1OC)C=C(C)[N+](=O)[O-])OC)C([2H])([2H])[2H])F